N[C@@H]1C[C@H](N(CC1)C(=O)OC(C)(C)C)CCO[Si](C)(C)C(C)(C)C tert-butyl (2S,4S)-4-amino-2-(2-((tert-butyldimethylsilyl)oxy)ethyl)piperidine-1-carboxylate